CN(C)CCCCCCCCCCCCCCCC N,N-dimethyl-hexadecylamine